Cl.COC(C[C@H]1NC[C@H](C1(F)F)N(CC1=CC=C(C=C1)OC)S(=O)(=O)C1CC1)=O.ClC=1N=C(C2=C(N1)C1=C(O2)C=CC=C1Cl)Cl 2,4,9-Trichlorobenzofuro[3,2-d]pyrimidin methyl-[(2R,4R)-4-{(cyclopropanesulfonyl)[(4-methoxyphenyl)methyl]amino}-3,3-difluoropyrrolidin-2-yl]acetate hydrochloride